O1C=C(C=C1)C(=O)NC=1C(=NC=C(C(=O)N)C1)N1CC(CC1)O 5-(furan-3-carboxamido)-6-(3-hydroxyPyrrolidin-1-yl)nicotinamide